(4-(7-(3-(2,3-dihydrobenzo[b][1,4]dioxin-6-yl)-2-methylphenyl)imidazo[1,2-a]pyridin-3-yl)benzyl)proline O1C2=C(OCC1)C=C(C=C2)C=2C(=C(C=CC2)C2=CC=1N(C=C2)C(=CN1)C1=CC=C(CN2[C@@H](CCC2)C(=O)O)C=C1)C